CN1C[C@H]([C@@H](C1)C)NC(C(COC1=NC=CC=C1OC(F)(F)F)(C)C)=O N-(trans-1,4-dimethylpyrrolidin-3-yl)-2,2-dimethyl-3-((3-(trifluoromethoxy)pyridin-2-yl)oxy)propanamide